N1(CCCCC1)CCOC=1C=CC=C2N=C3C(=NC12)NC=1C=CC=CC13 4-(2-(piperidine-1-yl)ethoxy)-6H-indolo[2,3-b]quinoxaline